ClC=1C(=C(C=CC1F)[C@H]1[C@H](O[C@@](C1)(C(F)(F)F)C)C(=O)NC1=CC(=NC=C1)C(=O)NC)OC (2S,3S,4S,5S)-4-[[3-(3-Chloro-4-fluoro-2-methoxy-phenyl)-5-methyl-5-(trifluoromethyl)tetrahydrofuran-2-carbonyl]amino]-N-methyl-pyridin-2-carboxamid